NCC1(CCN(CC1)C1=NN2C(S1)=NC=C2C2=C(C=C(C#N)C=C2)OC)O 4-(2-(4-(aminomethyl)-4-hydroxypiperidin-1-yl)imidazo[2,1-b][1,3,4]thiadiazol-5-yl)-3-methoxybenzonitrile